5-fluoro-6-methoxypyrimidine-4-carboxylic acid methyl ester COC(=O)C1=NC=NC(=C1F)OC